OCC12CN(CC(CC1)N2C(=O)OC(C)(C)C)C(C2=CC=CC=C2)(C2=CC=CC=C2)C2=CC=CC=C2 Tert-butyl 1-(hydroxymethyl)-3-trityl-3,8-diazabicyclo[3.2.1]octane-8-carboxylate